tert-butyl N-[(1S)-1-[2-(5-bromopyrazin-2-yl)-1,2,4-triazol-3-yl]ethyl]carbamate BrC=1N=CC(=NC1)N1N=CN=C1[C@H](C)NC(OC(C)(C)C)=O